C(#N)C1=CC=C2C(=CNC2=C1P(=O)(C)C)C1=NC(=NC=C1C(F)(F)F)NC1CC2(CN(C2)C(=O)[O-])C1 6-((4-(6-cyano-7-(dimethylphosphoryl)-1H-indol-3-yl)-5-(trifluoromethyl)pyrimidin-2-yl) Amino)-2-azaspiro[3.3]heptane-2-carboxylate